C(C)(C)(C)NC(CN(C)C=1C2=C(N=C(N1)C1=NC=CC(=C1)OCCN1C=NC=C1)CCC2)=O N-tert-butyl-2-[(2-{4-[2-(1H-imidazol-1-yl)ethoxy]pyridin-2-yl}-5H,6H,7H-cyclopenta[d]pyrimidin-4-yl)(methyl)amino]acetamide